ClC=1C(=NC=CN1)C(=O)NN(C(OC(C)(C)C)=O)C tert-butyl N-[(3-chloropyrazine-2-carbonyl)amino]-N-methyl-carbamate